BrCC1=C(C=C(C=C1)[N+](=O)[O-])S(=O)(=O)C(F)(F)F 1-(bromomethyl)-4-nitro-2-((trifluoromethyl)sulfonyl)benzene